BrC1=CC2=C(OCCCC2C2=CC=CC=C2)C(=C1)NC(OC(C)(C)C)=O tert-butyl (7-bromo-5-phenyl-2,3,4,5-tetrahydrobenzo[b]oxepin-9-yl)carbamate